Ureidopropionic acid C(CNC(=O)N)C(=O)O